C(#N)C=1C=NN2C1C(=CC(=C2)C=2C=NN(C2C)C2CCN(CC2)C(=O)OC(C)(C)C)SC2=C(C=CC=C2)C#N tert-butyl 4-[4-[3-cyano-4-(2-cyanophenyl)sulfanyl-pyrazolo[1,5-a]pyridin-6-yl]-5-methyl-pyrazol-1-yl]piperidine-1-carboxylate